1,4-bis(hydroxymethyl)-cyclohexane OCC1CCC(CC1)CO